1,3,5,7-tetrazatricyclo[3.3.1.13,7]decane N12CN3CN(CN(C1)C3)C2